C(CCCCC)OCCN(CCOCCCCCC)CCOCCCCCC tris-(2-hexyloxy-ethyl)-amine